O[C@H]1[C@@H](O)[C@@H](O)[C@H](O)[C@H](O1)CO beta-D-mannose